C(CCC)OC(C#CCCCCCC(=O)OC\C=C\CCC)OCCCC (2E)-2-hexenyl 9,9-dibutoxy-7-nonynoate